ClC=1C=C(C=CC1OCC1CC1)C1=CC(=CN=N1)C(=O)NCC=1C(=NC=CC1C)N1CCOCC1 6-[3-chloro-4-(cyclopropylmethoxy)phenyl]-N-[(4-methyl-2-morpholino-3-pyridinyl)methyl]pyridazine-4-carboxamide